NC1=CC=2N(C=C1C(=O)OCC)N=C(C2)C2CS(CCC2)(=O)=O ethyl 5-amino-2-(1,1-dioxothian-3-yl)pyrazolo[1,5-a]pyridine-6-carboxylate